1-methyl-3-(4-nitrobenzyl)-1H-pyrazol-5-amine CN1N=C(C=C1N)CC1=CC=C(C=C1)[N+](=O)[O-]